2-(methoxymethyl)-6-(4-methoxypyrrolo[2,1-f][1,2,4]triazin-5-yl)-1-((3-methyl-1,2,4-oxadiazol-5-yl)methyl)-1H-imidazo[4,5-b]pyridine COCC=1N(C=2C(=NC=C(C2)C=2C=CN3N=CN=C(C32)OC)N1)CC1=NC(=NO1)C